FC1([C@@H](C2=C(C(=C=C=C12)OC=1C=C(C(=O)N)C=C(C1)F)C(F)(F)F)O)F 3-{(R)-8,8-difluoro-7-hydroxy-5-(trifluoromethyl)bicyclo[4.2.0]oct-1,3,5-triene-2-enyloxy}-5-fluorobenzamide